C(C)(=O)[O-].C(=C)C1=C(C=CC=C1)[P+](C1=CC=CC=C1)(C1=CC=CC=C1)CC1=CC=CC=C1 vinylbenzyl-triphenyl-phosphonium acetate